Cl.N[C@H]1CN(CC1)C1=CC=C2C(OC(C2=C1)=O)CC1=C(C=C(C=C1)OC(F)(F)F)C 6-((R)-3-aminopyrrolidin-1-yl)-3-(2-methyl-4-(trifluoromethoxy)benzyl)isobenzofuran-1(3H)-one hydrochloride